FC=1C=CC(=C(OC=2C(=NC=NC2)N2CC3(C2)CCN(CC3)C(=O)OC(C)(C)C)C1)C(N(C(C)C)C1CC(C1)F)=O tert-Butyl 2-(5-(5-fluoro-2-(((1s,3s)-3-fluorocyclobutyl)(isopropyl)carbamoyl) phenoxy)pyrimidin-4-yl)-2,7-diazaspiro[3.5]nonane-7-carboxylate